ClC1=C(C=C(C=C1)C1=CSC2=C1C(N(C=C2C2=CC=CC=C2)CC(N2CCCC2)=O)=O)C(F)(F)F 3-(4-chloro-3-(trifluoromethyl)phenyl)-5-(2-oxo-2-(pyrrolidin-1-yl)ethyl)-7-phenylthieno[3,2-c]pyridin-4(5H)-one